N-[3-chloro-4-[4-[2-(3-hydroxyazetidin-1-yl)acetyl]piperazine-1-carbonyl]phenyl]-5-(2,3-difluoro-4-methoxy-phenyl)-1-methyl-imidazole-2-carboxamide formate C(=O)O.ClC=1C=C(C=CC1C(=O)N1CCN(CC1)C(CN1CC(C1)O)=O)NC(=O)C=1N(C(=CN1)C1=C(C(=C(C=C1)OC)F)F)C